ClC=1N=CN(C1)C1=C(C=C(C=C1)NC1=NN2C(N(CCC2)C2=C(C(=C(C=C2)F)F)F)=N1)OC N-[4-(4-Chloroimidazol-1-yl)-3-methoxy-phenyl]-4-(2,3,4-trifluorophenyl)-6,7-dihydro-5H-[1,2,4]triazolo[1,5-a]pyrimidin-2-amine